4-((1R,5S)-3,8-diazabicyclo[3.2.1]octan-3-yl)-7-(8-chloronaphthalen-1-yl)-8-fluoro-2-(imidazo[1,2-a]pyridin-8-ylmethoxy)pyrido[4,3-d]pyrimidine [C@H]12CN(C[C@H](CC1)N2)C=2C1=C(N=C(N2)OCC=2C=3N(C=CC2)C=CN3)C(=C(N=C1)C1=CC=CC3=CC=CC(=C13)Cl)F